CC1(CC1)NS(=O)(=O)C1=CC(=CC=C1)C(=O)N1CC2(C3=CC(=CC=C13)NS(=O)(=O)C)CCC1(CC2)CC1 N-(1-methylcyclopropyl)-3-(5''-(methylsulfonamido)dispiro[cyclopropane-1,1'-cyclohexane-4',3''-indoline]-1''-carbonyl)benzenesulfonamide